NC1=NC=2C=CC=CC2C2=C1N=C(N2CC(C)(C)NC(=O)NC2CCCC2)COCC 1-[2-(4-amino-2-ethoxymethyl-1H-imidazo[4,5-c]quinolin-1-yl)-1,1-dimethylethyl]-3-cyclopentylurea